(1R,3R)-3-((S)-6-(methoxycarbonyl)-7-methyl-2-((R)-1-((tetrahydro-2H-pyran-4-yl)oxy)ethyl)-6,7,8,9-tetrahydro-3H-imidazo[4,5-f]quinolin-3-yl)cyclohexane-1-carboxylic acid COC(=O)N1[C@H](CCC2=C3C(=CC=C12)N(C(=N3)[C@@H](C)OC3CCOCC3)[C@H]3C[C@@H](CCC3)C(=O)O)C